1-((4-bromophenyl)sulfonyl)-1,2,3,4-tetrahydroquinoline-6-carboxylic acid BrC1=CC=C(C=C1)S(=O)(=O)N1CCCC2=CC(=CC=C12)C(=O)O